Diethyl 4-styrenephosphonate C=CC1=CC=C(C=C1)P(OCC)(=O)OCC